C(C)(C)N1N=CC=C1CN(CCCC(=O)OC(C)(C)C)C1=NOC(=N1)C1=C(C(=C(C(=C1)F)F)O)F tert-butyl 4-(((1-isopropyl-1H-pyrazol-5-yl)methyl)(5-(2,4,5-trifluoro-3-hydroxyphenyl)-1,2,4-oxadiazol-3-yl)amino)butanoate